[K+].NC1=CC=C(C=C1)N(CCCS(=O)(=O)[O-])C1=CC(=CC=C1)NC1=CC=C(C=C1)N 3-((4-aminophenyl)(3-((4-aminophenyl)amino)phenyl)amino)propane-1-sulfonic acid potassium salt